CN1C=C(C=CC1=O)N1N=CC2=CC(=CC=C12)N1[C@@H]([C@H](CC1=O)NC(=O)C=1OC=CN1)C1=CC=CC=C1 N-[(2R,3S)-1-[1-(1-methyl-6-oxo-3-pyridyl)indazol-5-yl]-5-oxo-2-phenyl-pyrrolidin-3-yl]oxazole-2-carboxamide